C(CCCCCCCCCCCCCCCCC)(=O)OCCCCCCCCCCCCCCCCCCCCCCC(C)C iso-pentacosyl stearate